4-benzyloxy-2-[4-tert-butyl-2-(4-fluoro-2-methoxy-phenoxy)-6-methyl-phenyl]-6-vinyl-pyridine C(C1=CC=CC=C1)OC1=CC(=NC(=C1)C=C)C1=C(C=C(C=C1C)C(C)(C)C)OC1=C(C=C(C=C1)F)OC